O[C@]1(CN2[C@H](CO1)CNCC2)C=2C(NC(=CC2)C(F)(F)F)=O 3-((3R,9aS)-3-hydroxyoctahydropyrazino[2,1-c][1,4]oxazin-3-yl)-6-(trifluoromethyl)pyridin-2(1H)-one